C[C@]12[C@@H](CN(C1)S(=O)(=O)C=1C(=NC(=CC1)C(F)(F)F)C)CN(C2)CC21COC(C2)(C1)C |r| Rac-(3aR,6aR)-3a-methyl-2-((1-methyl-2-oxabicyclo[2.1.1]hexan-4-yl)methyl)-5-((2-methyl-6-(trifluoromethyl)pyridin-3-yl)sulfonyl)octahydropyrrolo[3,4-c]pyrrole